tert-butyl 8-[3-[4-[2-(2-benzyloxycarbonyl-2,6-diazaspiro[3.3]heptan-6-yl)-2-oxo-ethyl]cyclohexoxy]phenyl]-3,8-diazabicyclo[3.2.1]octane-3-carboxylate C(C1=CC=CC=C1)OC(=O)N1CC2(C1)CN(C2)C(CC2CCC(CC2)OC=2C=C(C=CC2)N2C1CN(CC2CC1)C(=O)OC(C)(C)C)=O